7,7-bis(fluoromethyl)-10-hydroxy-2-phenyl-5,12b-dihydro-1H,7H-chromeno[4,3-c][1,2,4]triazolo[1,2-a]pyridazin-1,3(2H)-dione FCC1(OC=2C=C(C=CC2C2N3N(CC=C21)C(N(C3=O)C3=CC=CC=C3)=O)O)CF